5-((4-chloro-5-(trifluoromethyl)pyrimidin-2-yl)amino)-2-methyl-3,4-dihydroisoquinolin-1(2H)-one ClC1=NC(=NC=C1C(F)(F)F)NC1=C2CCN(C(C2=CC=C1)=O)C